N[C@@H](C(=O)O)CNC(=O)C1=CC2=NC=CC(=C2S1)OCC (R)-2-amino-3-[(7-ethoxythieno[3,2-b]pyridine-2-carbonyl)amino]propionic acid